3-chloro-N-(3,4-dichlorophenyl)-9H-pyrido[2,3-b]indol-6-amine ClC1=CC2=C(NC3=CC=C(C=C23)NC2=CC(=C(C=C2)Cl)Cl)N=C1